Aziridine carbonate C(O)(O)=O.N1CC1